15-methylheptadecyl eicos-11-enoate C(CCCCCCCCCC=CCCCCCCCC)(=O)OCCCCCCCCCCCCCCC(CC)C